O[C@H]1CN(CC1)CC(=O)N 2-[(3R)-3-hydroxypyrrolidin-1-yl]acetamide